8-(4-methoxybicyclo[2.2.1]heptan-1-yl)-5-methyl-2-((6-methylbenzo[c][1,2,5]thiadiazol-5-yl)amino)-7,8-dihydropteridin-6(5H)-one COC12CCC(CC1)(C2)N2CC(N(C=1C=NC(=NC21)NC2=CC=1C(=NSN1)C=C2C)C)=O